ClC1=C(C(=O)N[C@H](C(=O)O)CC2=C3C=C(C=NC3=C(C=C2)C=2N=CC3=CC=CC=C3C2C(F)(F)F)F)C(=CC=C1)Cl (S)-2-(2,6-dichlorobenzoylamino)-3-(3-fluoro-8-(4-(trifluoromethyl)isoquinolin-3-yl)quinolin-5-yl)propionic acid